C([C@@H](C(=O)O)N)SSSC[C@@H](C(=O)O)N cystine trisulfide